C(C=C)OC=1C=C(C=CC1)C(C)=O 1-(3-(allyloxy)phenyl)ethan-1-one